NC1=CC=C(C=C1)NS(=O)(=O)C1=CC(=CC=C1)Cl N-(4-aminophenyl)-3-chlorobenzenesulfonamide